FC=1C=C(C=CC1F)[C@H]1[C@@H](C1)NC=1C2=C(N=C(N1)C1=NC(=CC=C1)C)SC(=C2)C N-((1R,2S)-2-(3,4-difluorophenyl)cyclopropyl)-6-methyl-2-(6-methylpyridin-2-yl)thieno[2,3-d]pyrimidin-4-amine